C(CCC)[Si](OC(C)(C)C)(OC(C)(C)C)CCCC di-n-butyl-di-tert-butoxysilane